2-hydroxy-4-[2,3-dimethyl-4-(4-hydroxy-3-methoxyphenyl)butyl]phenolate OC1=C(C=CC(=C1)CC(C(CC1=CC(=C(C=C1)O)OC)C)C)[O-]